(R)-1-((R)-8-Isopropyl-6,7,8,9-tetrahydropyrimido[5,4-b][1,4]oxazepin-4-yl)-N-methylpyrrolidin-3-amine C(C)(C)[C@@H]1NC2=C(OCC1)C(=NC=N2)N2C[C@@H](CC2)NC